C(C=C)(=O)N1[C@H](CN(C[C@H]1C)C1=C(C(N(C2=CC(=C(C=C12)Cl)C1=C(C(=C(C(=C1F)Cl)F)Cl)N)C=1C(=NC=CC1C)C(C)C)=O)C#N)C ((3S,5R)-4-propenoyl-3,5-dimethylpiperazin-1-yl)-7-(2-amino-3,5-dichloro-4,6-difluorophenyl)-6-chloro-1-(2-isopropyl-4-methylpyridin-3-yl)-2-oxo-1,2-dihydroquinoline-3-carbonitrile